C(C)(=O)O[Al](OC(C)=O)OC(C)=O triacetoxyaluminum